Cl.N1CCC(CC1)SC1=CC=C(C=O)C=C1 4-(Piperidin-4-ylsulfanyl)benzaldehyde hydrochloride